(1s,3r)-3-((2-cyclopropylethyl)(2-(2,6-dioxopiperidin-3-yl)-1-oxoisoindol-4-yl)amino)-N-methylcyclopentane-1-carboxamide C1(CC1)CCN([C@H]1C[C@H](CC1)C(=O)NC)C1=C2CN(C(C2=CC=C1)=O)C1C(NC(CC1)=O)=O